NC1=NC=2N=CC(=CC2C2=C1C=NN2C)C(=O)OC methyl 4-amino-1-methyl-1H-pyrazolo[4,3-c][1,8]naphthyridine-8-carboxylate